COC1=C(C=CC(=C1)C=1C=NN(C1)C)NC=1N=CC2=C(N1)C(=NC=C2)C=2C=NC=NC2 N-(2-methoxy-4-(1-methyl-1H-pyrazol-4-yl)phenyl)-8-(pyrimidin-5-yl)pyrido[3,4-d]pyrimidin-2-amine